1,3,5,7-adamantanetetracarboxylic Acid C12(CC3(CC(CC(C1)(C3)C(=O)O)(C2)C(=O)O)C(=O)O)C(=O)O